N[C@@H](CCC(=O)O)C(=O)NCCCN1C=2N(C3=CC=C(C=C3C1=O)F)C(NN2)=S (S)-4-amino-5-((3-(7-fluoro-5-oxo-1-thioxo-1,2-dihydro-[1,2,4]triazolo[4,3-a]quinazolin-4(5H)-yl)propyl)amino)-5-oxopentanoic acid